selenium diphosphine P.P.[Se]